tert-butyl rel-(2R)-2-[[3-chloro-2-(4-fluorooxazol-5-yl)phenyl]methyl]morpholine-4-carboxylate ClC=1C(=C(C=CC1)C[C@@H]1CN(CCO1)C(=O)OC(C)(C)C)C1=C(N=CO1)F |o1:8|